C(C)(C)(C)N1N=CC(=C1F)NC(C1=C(C=C(C(=C1)C=1C=C(C=2N(N1)C=C(N2)C)N2CCOCC2)C)F)=O N-(1-Tert-butyl-5-fluoropyrazol-4-yl)-2-fluoro-4-methyl-5-[2-methyl-8-(morpholin-4-yl)imidazo[1,2-b]pyridazin-6-yl]benzamide